C1(CC1)C1=C(C(=NO1)C1=C(C=CC=C1Cl)Cl)COC1CCN(CC1)C=1C=C(C=CC1)C1=NN(C(=C1)C(=O)OC)C methyl 3-(3-(4-((5-cyclopropyl-3-(2,6-dichlorophenyl) isoxazol-4-yl) methoxy) piperidin-1-yl) phenyl)-1-methyl-1H-pyrazole-5-carboxylate